oleic acid behenyl ester C(CCCCCCCCCCCCCCCCCCCCC)OC(CCCCCCC\C=C/CCCCCCCC)=O